The molecule is an aminopyrimidine antibiotic whose structure consists of pyrimidine 2,4-diamine and 1,2,3-trimethoxybenzene moieties linked by a methylene bridge. It has a role as an EC 1.5.1.3 (dihydrofolate reductase) inhibitor, a xenobiotic, an environmental contaminant, a drug allergen, an antibacterial drug and a diuretic. It is a member of methoxybenzenes and an aminopyrimidine. COC1=CC(=CC(=C1OC)OC)CC2=CN=C(N=C2N)N